ClC1=C2C[C@@H]([C@H](C2=CC=C1)NC(OC(C)(C)C)=O)C=O tert-butyl N-[(1R,2S)-4-chloro-2-formyl-2,3-dihydro-1H-inden-1-yl]carbamate